COCOC=1C=C(C2=C(C=CC=C2C1)C#C[Si](C(C)C)(C(C)C)C(C)C)B(O)O (3-(methoxymethoxy)-8-((triisopropylsilyl)ethynyl)naphthalen-1-yl)boronic acid